C(C)OC1=NC2=C(N1CC(C)NC(C)=O)C=C(C=C2)OC N-(1-(2-ethoxy-6-methoxy-1H-benzimidazol-1-yl)propan-2-yl)acetamide